C(#N)C1=CC(=NC=C1)N1CCN(CC1)C(=O)OC(C)(C)C tert-Butyl 4-(4-cyanopyridin-2-yl)piperazine-1-carboxylate